dipotassium benzoate C(C1=CC=CC=C1)(=O)[O-].[K+].[K+].C(C1=CC=CC=C1)(=O)[O-]